COC1=C(C=C2C(=NC=NC2=C1)N)N 7-methoxyquinazoline-4,6-diamine